ClC1=NC(=NC(=C1)OC1COCC1)N(C1C[C@H]2CCC[C@@H](C1)N2C(=O)OC(C)(C)C)C tert-butyl (1R,3s,5S)-3-((4-chloro-6-((tetrahydrofuran-3-yl)oxy)pyrimidin-2-yl)(methyl)amino)-9-azabicyclo[3.3.1]nonane-9-carboxylate